C(C)C1N=C(NC1)CCCCCCCCCCC 4-ethyl-2-undecyl-2-imidazoline